C(C1=CC=CC=C1)OC1CC(C1)OC1=C2C(=NC(=C1)Cl)C1(OCC2)COCC1 4'-((1s,3s)-3-(benzyloxy)cyclobutoxy)-2'-chloro-4,5,5',6'-tetrahydro-2H-spiro[furan-3,8'-pyrano[3,4-b]pyridine]